5-chloro-2-iodo-7-morpholinofuro[3,2-b]pyridine ClC1=CC(=C2C(=N1)C=C(O2)I)N2CCOCC2